4-(2-fluoro-4-((2-hydroxyethyl)carbamoyl)phenyl)piperazine-1-carboxylic acid tert-butyl ester C(C)(C)(C)OC(=O)N1CCN(CC1)C1=C(C=C(C=C1)C(NCCO)=O)F